2-(benzenecarbonyl)-9,9-dimethyl-8-oxo-2-azaspiro[4.5]dec-6-ene-7-carbonitrile C1(=CC=CC=C1)C(=O)N1CC2(CC1)C=C(C(C(C2)(C)C)=O)C#N